6-cyclobutoxy-4-((3-(piperazin-1-yl)benzo[d]isoxazol-7-yl)methyl)phthalazin-1(2H)-one C1(CCC1)OC=1C=C2C(=NNC(C2=CC1)=O)CC1=CC=CC=2C(=NOC21)N2CCNCC2